COC(=O)N1CC(C1)C1=NC(=NO1)C1=CC(=C(C(=C1)F)C)NC(=O)C1=CN=C2N1C=C(C=C2)N2CCN(CC2)C(C)=O 3-(3-(3-(6-(4-acetylpiperazin-1-yl)imidazo[1,2-a]pyridine-3-carboxamido)-5-fluoro-4-methylphenyl)-1,2,4-oxadiazol-5-yl)azetidine-1-carboxylic acid methyl ester